2-(3-chloro-4-(9-((1,3-dimethyl-1H-pyrazol-5-yl)methyl)-6-(1-methylcyclopropoxy)-9H-purin-8-yl)phenyl)acetamide ClC=1C=C(C=CC1C=1N(C2=NC=NC(=C2N1)OC1(CC1)C)CC1=CC(=NN1C)C)CC(=O)N